tert-butyl (3R)-3-[(2S)-1-(tert-butoxy)-3-(4-hydroxyphenyl)-1-oxopropane-2-yl]pyrrolidine-1-carboxylate C(C)(C)(C)OC([C@@H](CC1=CC=C(C=C1)O)[C@@H]1CN(CC1)C(=O)OC(C)(C)C)=O